(2R,3R)-3-((1-(4-nitrophenyl)-1H-1,2,3-triazol-4-yl)-methoxy)-2-(2,4-difluorophenyl)-1-(1H-1,2,4-triazol-1-yl)butan-2-ol [N+](=O)([O-])C1=CC=C(C=C1)N1N=NC(=C1)CO[C@@H]([C@@](CN1N=CN=C1)(O)C1=C(C=C(C=C1)F)F)C